N1=C(C=NC=C1)CN1C=NC2=C1C=C(C=C2)N 3-(pyrazin-2-ylmethyl)benzo[d]imidazol-5-amine